NC1=NN2C(C3=C(C=CC=C3C(=C2C(=O)[O-])OCC2=CC=CC=C2)Br)=N1 2-amino-6-(benzyloxy)-10-bromo-[1,2,4]triazolo[5,1-a]isoquinoline-5-carboxylate